BrC1=C(C=C2CCC(C2=C1)O)C 6-bromo-5-methyl-2,3-dihydro-1H-inden-1-ol